tert-Butyl 4-(4-bromo-1-methyl-1H-imidazol-2-yl)piperidine-1-carboxylate BrC=1N=C(N(C1)C)C1CCN(CC1)C(=O)OC(C)(C)C